C(C)(C)N1C(=NN=C1)C=1C=C(C=CC1)N1N(C2=CC(=CC=C2C1=O)C)C 2-(3-(4-isopropyl-4H-1,2,4-triazol-3-yl)phenyl)-1,6-dimethyl-1H-indazol-3(2H)-one